CN(C1=CC=C(N=N1)C1=C(C=C(C=C1)C1=CN=C2N1CCNC2)O)C2CC(NC(C2)(C)C)(C)C 2-(6-(methyl(2,2,6,6-tetramethylpiperidin-4-yl)amino)pyridazin-3-yl)-5-(5,6,7,8-tetrahydroimidazo[1,2-a]pyrazin-3-yl)phenol